Tert-butyl (S)-(2-(benzylamino)propyl)carbamate C(C1=CC=CC=C1)N[C@H](CNC(OC(C)(C)C)=O)C